(1R)-1-phenylpropan-1-amine C1(=CC=CC=C1)[C@@H](CC)N